[2-(3,5-difluorophenyl)ethyl]-6-methyl-4-[(1-methylcyclopropyl)amino]furo[2,3-d]pyrimidine-5-carboxamide FC=1C=C(C=C(C1)F)CCC=1N=C(C2=C(N1)OC(=C2C(=O)N)C)NC2(CC2)C